N-((1H-indazol-5-yl)methyl)-3-chloro-6,7-dihydrospiro[cyclopenta[d]pyrazolo[1,5-a]pyrimidine-5,4'-piperidine]-8-amine dihydrochloride Cl.Cl.N1N=CC2=CC(=CC=C12)CNC1=C2C(=NC=3N1N=CC3Cl)C3(CCNCC3)CC2